4-[5-chloranyl-2-[2-(2'-methyl-4'-oxidanylidene-spiro[1,3-dioxolane-2,6'-7,8-dihydro-5H-quinazoline]-3'-yl) ethoxy] phenyl]-2-methyl-pyrrolo[1,2-b]pyridazine-7-carboxylate ClC=1C=CC(=C(C1)C=1C=2N(N=C(C1)C)C(=CC2)C(=O)[O-])OCCN2C(=NC=1CCC3(CC1C2=O)OCCO3)C